2-((7-chloroquinazolin-4-yl)amino)-4-((2-methoxyethyl)(4-(5,6,7,8-tetrahydro-1,8-naphthyridin-2-yl)butyl)amino)butanoic acid ClC1=CC=C2C(=NC=NC2=C1)NC(C(=O)O)CCN(CCCCC1=NC=2NCCCC2C=C1)CCOC